6-(2-methoxyethoxy)-5-nitro-1H-indazole COCCOC1=C(C=C2C=NNC2=C1)[N+](=O)[O-]